[Br-].C(C1=CC=CC=C1)(C1=CC=CC=C1)[N+]1=CC=CC=C1 N-benzhydrylpyridinium bromide salt